FC1=C(COC2=CC=3CC4C(C3C=C2)C4C(=O)OCC)C(=CC=C1C=1C(=NC(=CC1)OCCCS(=O)(=O)C)C)F 4-(2,6-difluoro-3-[6-(3-methanesulfonyl-propoxy)-2-methyl-pyridin-3-yl]-benzyloxy)-1,1a,6,6a-tetrahydro-cyclopropa[a]indene-1-carboxylic acid, ethyl ester